3-methyl-heptadecan-1,2-diol CC(C(CO)O)CCCCCCCCCCCCCC